(S)-2-((2-((4-cyano-2-fluorobenzyl)oxy)-5,8-dihydropyrido[3,4-d]pyrimidin-7(6H)-yl)methyl)-1-((oxetan-2-yl)methyl)-1H-benzo[d]imidazole-6-carboxylic acid tert-butyl ester C(C)(C)(C)OC(=O)C=1C=CC2=C(N(C(=N2)CN2CC=3N=C(N=CC3CC2)OCC2=C(C=C(C=C2)C#N)F)C[C@H]2OCC2)C1